4-amino-3-((2,6-difluoro-3,5-dimethoxyphenyl)ethynyl)-N-ethyl-1H-pyrazole NC=1C(=NN(C1)CC)C#CC1=C(C(=CC(=C1F)OC)OC)F